CN1N=C(C=C1)C1=CC=CC(=N1)C=1N=C(SC1)NC(CNC(OC(C)(C)C)=O)=O tert-butyl N-[2-[[4-[6-(1-methylpyrazol-3-yl)-2-pyridyl]thiazol-2-yl]amino]-2-oxoethyl]carbamate